C(C)(=O)N1CCC2=CC=CC(=C12)NC1=NC(=NC=C1Cl)NC=1C(=CC(=C(C1)NC(C#CC)=O)N(C)CCN(C)C)OC N-(5-((4-((1-acetylindolin-7-yl)amino)-5-chloropyrimidin-2-yl)amino)-2-((2-(dimethylamino)ethyl)(methyl)amino)-4-methoxyphenyl)but-2-ynamide